(2S,4R)-1-[(2S)-2-(4-cyclopropyltriazol-1-yl)-3,3-dimethyl-butanoyl]-4-hydroxy-N-[(2S,3R)-2-(1-methylpyrazol-4-yl)-6-oxo-3-piperidyl]pyrrolidine-2-carboxamide C1(CC1)C=1N=NN(C1)[C@H](C(=O)N1[C@@H](C[C@H](C1)O)C(=O)N[C@H]1[C@@H](NC(CC1)=O)C=1C=NN(C1)C)C(C)(C)C